Cl.Cl.FC1=C(C=CC(=C1F)C=1C=2N(C=C(N1)C=1C=NN(C1)C)N=CC2)CN (2,3-difluoro-4-(6-(1-methyl-1H-pyrazol-4-yl)pyrazolo[1,5-a]pyrazin-4-yl)phenyl)methanamine dihydrochloride